1,1,3-triethyl-1,3,3-tripropyldisiloxane C(C)[Si](O[Si](CCC)(CCC)CC)(CCC)CC